CN1N=CC=C1N1C=NC2=C1C=CC=C2 1-(1-methyl-1H-pyrazol-5-yl)-1H-benzo[d]imidazole